N-[4-[[1-(azetidin-3-ylmethyl)-4-piperidyl]methyl-carbamoyl]-3-chloro-phenyl]-5-(2,3-difluoro-4-methoxy-phenyl)-1-methyl-imidazole-2-carboxamide N1CC(C1)CN1CCC(CC1)CNC(=O)C1=C(C=C(C=C1)NC(=O)C=1N(C(=CN1)C1=C(C(=C(C=C1)OC)F)F)C)Cl